trans-isopropyl N-[4-[2-[4-(tert-butoxycarbonylamino)cyclohexyl] thiazol-5-yl]-3-(tert-butylsulfamoyl)phenyl]carbamate C(C)(C)(C)OC(=O)N[C@@H]1CC[C@H](CC1)C=1SC(=CN1)C1=C(C=C(C=C1)NC(OC(C)C)=O)S(NC(C)(C)C)(=O)=O